[OH-].C(CCC)[N+](CCCC)(CCCC)CCCC Tetrabutylammonium hydroxide